C12(CC3CC(CC(C1)C3)C2)CCN2C3CNC(C2)CC3 5-(2-((3r,5r,7r)-adamantan-1-yl)ethyl)-2,5-diazabicyclo[2.2.2]octane